ClC1=CC=C(C=C1)C(O)(C1=CC=C(Cl)C=C1)C(=O)OCC Chlorobenzilat